10-fluoro-8-[5-(4,4,4-trifluoro-3,3-dimethyl-but-1-ynyl)-3,4-dihydro-2H-quinolin-1-yl]-2,4,5,7,12-pentazatricyclo[7.4.0.02,6]trideca-1(13),3,5,7,9,11-hexaene FC1=C2C(=NC3=NN=CN3C2=CN=C1)N1CCCC2=C(C=CC=C12)C#CC(C(F)(F)F)(C)C